ClC1=CC=C(C=C1)CC(=O)N1C2=C(OCC1)C(=CN=C2)C2=CC=C(C#N)C=C2 4-(4-(2-(4-chlorophenyl)acetyl)-3,4-dihydro-2H-pyrido[4,3-b][1,4]oxazin-8-yl)benzonitrile